N1=CC=C2N1CCCN2C=2C=NC=1CCN(CC1C2)C2=NC(=NC1=CC=C(C=C21)C(F)(F)F)C 4-[3-(6,7-dihydro-5H-pyrazolo[1,5-a]pyrimidin-4-yl)-7,8-dihydro-5H-1,6-naphthyridin-6-yl]-2-methyl-6-(trifluoromethyl)quinazoline